O=C1NC(CCC1N1C(C2=CC=C(C=C2C1)CNC(=O)C=1COC2=CC=C(C=C2C1)C1=CC=CC=C1)=O)=O N-((2-(2,6-dioxopiperidin-3-yl)-1-oxoisoindolin-5-yl)methyl)-6-phenyl-2H-chromene-3-carboxamide